ClC1=CC(=C(N=N1)N1C=NC=C1)CNC(O)=O.N1(CCCC1)C=1C=C(C=CC1C(=O)N1CC(OCC1)C(F)(F)F)NC(=O)C1CC1 N-[3-pyrrolidin-1-yl-4-[2-(trifluoromethyl)morpholine-4-carbonyl]phenyl]cyclopropanecarboxamide ((6-chloro-3-(1H-imidazol-1-yl)pyridazin-4-yl)methyl)carbamate